ClC1=NC=C(C(=C1)C1=C(C=NC(=C1)C)C(=O)NC=1SC2=C(N1)CN(C2)C(=O)C2=CN=C(N2C)C)OC 2'-chloro-N-(5-(1,2-dimethyl-1H-imidazole-5-carbonyl)-5,6-dihydro-4H-pyrrolo[3,4-d]thiazol-2-yl)-5'-methoxy-6-methyl-[4,4'-bipyridine]-3-carboxamide